Harmine-sulfuric acid S(O)(O)(=O)=O.C1(C)=NC=CC=2C3=CC=C(OC)C=C3NC12